N1N=NC=C1CC(=O)N1[C@@H](C[C@H](C1)F)C(=O)N[C@H](C1=NC(=C(C=C1)C(C)C)F)C1=CC(=CC=C1)CN (2S,4R)-1-(2-(1H-1,2,3-triazol-5-yl)acetyl)-N-((S)-(3-(aminomethyl)phenyl)(6-fluoro-5-isopropylpyridin-2-yl)methyl)-4-fluoropyrrolidine-2-carboxamide